CCCC(CCCC)C(=O)N Octane-4-carboxamide